2,6-dichloro-4-fluoro-N-hydroxybenzimidoyl chloride ClC1=C(C(=NO)Cl)C(=CC(=C1)F)Cl